3-{4-[cis-4-Amino-3-hydroxypiperidin-1-yl]-3-(3-fluoro-5-methoxyphenyl)chinolin-6-yl}-4,5-difluoro-2-hydroxybenzonitril N[C@@H]1[C@@H](CN(CC1)C1=C(C=NC2=CC=C(C=C12)C=1C(=C(C#N)C=C(C1F)F)O)C1=CC(=CC(=C1)OC)F)O